O(C=1C=C(C=C(C1)C#CC1=CC=C(C=C1)O)C#CC1=CC=C(C=C1)O)C=1C=C(C=C(C1)C#CC1=CC=C(C=C1)O)C#CC1=CC=C(C=C1)O 5,5'-oxybis(1,3-di((4-hydroxyphenyl)ethynyl)benzene)